2,4-dihydroxy-3'-aminobenzophenone OC1=C(C(=O)C2=CC(=CC=C2)N)C=CC(=C1)O